OC1=C(C2=CC=CC=C2C=C1)C=C hydroxy(vinylnaphthalene)